C(=C)C=1C=C2C=CC=C(C2=CC1)O 6-vinyl-1-naphthol